ClC1=C(C=C2C(=NC(N3C2=C1SC[C@H](C3)C3=NC=CC=C3)=O)N3CCN(CC3)C(=O)OC(C)(C)C)C(F)(F)F tert-butyl (R)-4-(11-chloro-6-oxo-3-(pyridin-2-yl)-10-(trifluoromethyl)-3,4-dihydro-2H,6H-[1,4]thiazepino[2,3,4-ij]quinazolin-8-yl)piperazine-1-carboxylate